ON/C(=N/[H])/C=1C=C(C(=O)OC)C=CC1OC methyl (E)-3-(N-hydroxycarbamimidoyl)-4-methoxybenzoate